ClC=1C=CC(=C(C1)N1CC(N(CC1=O)C(C(=O)NC1=CC2=CN(N=C2C=C1)C)CC1=CC=C(C=C1)C)=O)N1N=NC(=C1)Cl 2-(4-(5-chloro-2-(4-chloro-1H-1,2,3-triazol-1-yl)phenyl)-2,5-dioxopiperazin-1-yl)-N-(2-methyl-2H-indazol-5-yl)-3-(p-tolyl)propanamide